(E)-3-(2-chloro-6-(trifluoromethyl)pyrimidin-4-yl)-6-(2-methoxyvinyl)-1-(1-methyl-1H-pyrrol-2-yl)-3-azabicyclo[3.1.0]hexane ClC1=NC(=CC(=N1)N1CC2(C(C2C1)\C=C\OC)C=1N(C=CC1)C)C(F)(F)F